Imino(2-(4-(1-(2-methylbenzo[d]thiazol-5-yl)ethyl)piperazin-1-yl)pyrimidin-5-yl)(propyl)-λ6-sulfanone N=S(=O)(CCC)C=1C=NC(=NC1)N1CCN(CC1)C(C)C=1C=CC2=C(N=C(S2)C)C1